N-(2-bromo-4-iodophenyl)-4-chlorobutyramide BrC1=C(C=CC(=C1)I)NC(CCCCl)=O